N-methyl-hydroxyethylamine CNCCO